BrCC\C=C/CCCCCCCCCCCCCC(OC)OC (3Z)-1-bromo-18,18-dimethoxy-3-octadecene